2-(4-bromoimidazol-1-yl)-4-methyl-7-(trifluoromethyl)-3,4-dihydroquinazoline BrC=1N=CN(C1)C1=NC2=CC(=CC=C2C(N1)C)C(F)(F)F